2-{2-[2-({[(9H-fluoren-9-yl)methoxy]carbonyl}amino)ethoxy]ethoxy}acetic acid C1=CC=CC=2C3=CC=CC=C3C(C12)COC(=O)NCCOCCOCC(=O)O